OC1=C(CN)C=C(C=C1C)C 2-hydroxy-3,5-dimethylbenzylamine